2-(pyrimidin-4-ylamino)butanoic acid N1=CN=C(C=C1)NC(C(=O)O)CC